ammoniozinc fluoroborate F[B-](F)(F)F.[NH3+][Zn]